CC(C)(OOC(CCC(=O)O)(C)OOC(C)(C)C)C 4,4-bis(1,1-dimethylethylperoxy)pentanoic acid